N-(2-((2-acetyl-2-azaspiro[3.3]heptan-6-yl)oxy)-5-(difluoromethyl)phenyl)-3-(3-fluoro-4-methylphenyl)-3-(1,2,4-thiadiazol-5-yl)pyrrolidine-1-carboxamide C(C)(=O)N1CC2(C1)CC(C2)OC2=C(C=C(C=C2)C(F)F)NC(=O)N2CC(CC2)(C2=NC=NS2)C2=CC(=C(C=C2)C)F